BrC=1C=C(OCC2=NC=C(C=C2)C(F)(F)F)C=CC1F 2-[(3-bromo-4-fluoro-phenoxy)methyl]-5-(trifluoromethyl)pyridine